(3S)-N-{2-fluoro-4-methyl-5-[2-methyl-6-(morpholin-4-yl)pyridin-4-yl]phenyl}-3-(2,2,2-trifluoroethyl)pyrrolidine-1-carboxamide FC1=C(C=C(C(=C1)C)C1=CC(=NC(=C1)N1CCOCC1)C)NC(=O)N1C[C@@H](CC1)CC(F)(F)F